N-[9-[(2R,3R,4R,5R)-3-fluoro-4-hydroxy-5-(hydroxymethyl)tetrahydrofuran-2-yl]purin-6-yl]benzamide F[C@H]1[C@@H](O[C@@H]([C@H]1O)CO)N1C2=NC=NC(=C2N=C1)NC(C1=CC=CC=C1)=O